5-chloro-2-(2-(cyclopropylmethyl)-1-(3-fluoro-4-sulfamoylbenzyl)-5-(3-((5-methylthiophen-2-yl)ethynyl)phenyl)-1H-pyrrol-3-yl)thiazole-4-carboxylic acid ClC1=C(N=C(S1)C1=C(N(C(=C1)C1=CC(=CC=C1)C#CC=1SC(=CC1)C)CC1=CC(=C(C=C1)S(N)(=O)=O)F)CC1CC1)C(=O)O